C1(=CC=CC=C1)C1(N(C2=CC=CC=C2CC1)C(=O)O)C(=O)O 2-Phenyl-3,4-dihydroquinolin-1,2(2H)-dicarboxylic acid